C(=C)OCC(C(=O)OC12CC3CC(CC(C1)C3)C2)=C adamantyl α-vinyloxymethylacrylate